BrC=1C=CC=2C3=C(C=NC2C1)N=C(N3)C3CN(CCC3)C(=O)[O-] 3-(7-bromo-1H-imidazo[4,5-c]quinolin-2-yl)piperidine-1-carboxylate